CC=1N(N=C2C=CC=CC12)C[C@@H]1CC[C@H](CC1)C(=O)OC methyl trans-4-[(3-methylindazol-2-yl)methyl]cyclohexanecarboxylate